tert-butyl (5-hydroxybicyclo[2.2.1]heptan-2-yl)carbamate OC1C2CC(C(C1)C2)NC(OC(C)(C)C)=O